1-pentyl-2-propyl-cyclopropane C(CCCC)C1C(C1)CCC